C12C(=CCC(C1(C)C)C2)C Alpha-pinene